C(C)(C)(C)OC(=O)N1C2COC(C1)(C2)COC=2C=C(C(=O)O)C=C(C2)C=2SC(=CN2)C 3-{[5-(tert-Butoxycarbonyl)-2-oxa-5-azabicyclo[2.2.1]hept-1-yl]methoxy}-5-(5-methyl-1,3-thiazol-2-yl)benzoic acid